ClC=1C=C(C=CC1)C1=NNC2=NC=NC(=C21)N2CCOCC2 4-(3-(3-chlorophenyl)-1H-pyrazolo[3,4-d]pyrimidin-4-yl)morpholine